C(C1=CC=CC=C1)OC1=C(C(=C(C(=O)O)C=C1F)F)F 4-benzyloxy-2,3,5-trifluoro-benzoic acid